COC=1C=C(C=CC1OC)CC(=O)NC=1C=C2C=NNC2=CC1 (3,4-dimethoxyphenyl)-N-(1H-indazol-5-yl)acetamide